gamma-mercaptopropyl-triethoxysilane SCCC[Si](OCC)(OCC)OCC